COC=1C=C(C=O)C=CC1C#N 3-methoxy-4-cyanobenzaldehyde